COC1=CC=C(CN2C(CC(CC2)C(=O)OC)C)C=C1 Methyl 1-(4-methoxybenzyl)-2-methylpiperidine-4-carboxylate